(3-[(4-chlorophenyl)methyl-1,2,4-thiadiazol-5-yl]oxy-2,5-dimethylphenyl)-N-ethyl-N-methylmethaneimidamide ClC1=CC=C(C=C1)CC1=NSC(=N1)OC=1C(=C(C=C(C1)C)C(N(C)CC)=N)C